ClC=1C=C(C=C(C1)Cl)C1=NNC2=NC(=CN=C21)N2CCC1(CCC[C@H]1N)CC2 (R)-8-(3-(3,5-dichloro-phenyl)-1H-pyrazolo[3,4-b]-pyrazin-6-yl)-8-aza-spiro[4.5]decan-1-amine